cyclohexanepropanol C1(CCCCC1)CCCO